C[C@H]1N(CCN(C1)C1=NC(=C(C=C1)[N+](=O)[O-])NC1=CC=NC=C1)C(=O)OC(C)(C)C tert-butyl (2R)-2-methyl-4-{5-nitro-6-[(pyridin-4-yl)amino]pyridin-2-yl}piperazine-1-carboxylate